N1(N=NN=C1)C[C@H](C)OC=1C=C(C=CC1Cl)C=1C=NC(=NC1)NC=1C(=NN(C1)C1CCC(CC1)N1CCOCC1)OCCCO 3-((4-((5-(3-(((S)-1-(1H-tetrazol-1-yl)propan-2-yl)oxy)-4-chlorophenyl)pyrimidin-2-yl)amino)-1-((1r,4r)-4-morpholinocyclohexyl)-1H-pyrazol-3-yl)oxy)propan-1-ol